1,2-azaborinine N1=BC=CC=C1